pyrrolo-furan O1CC=C2C1=CC=N2